cyclopropyl 5'-chloro-4'-((5-chloro-6-(2H-1,2,3-triazol-2-yl) pyridin-3-yl) carbamoyl)-2',4-difluoro-[1,1'-biphenyl]-2-carboxylate ClC=1C(=CC(=C(C1)C=1C(=CC(=CC1)F)C(=O)OC1CC1)F)C(NC=1C=NC(=C(C1)Cl)N1N=CC=N1)=O